3-chloro-9-(4-chlorophenyl)-2-methyl-7-((2R,4R)-2-(1-methyl-1H-pyrazol-4-yl)tetrahydro-2H-pyran-4-yl)-4H-pyrazino[1,2-a]pyrimidin-4-one ClC1=C(N=C2N(C1=O)C=C(N=C2C2=CC=C(C=C2)Cl)[C@H]2C[C@@H](OCC2)C=2C=NN(C2)C)C